tert-butyl N-[(1R)-2,2-difluoro-1-[4-(4,4,5,5-tetramethyl-1,3,2-dioxaborolan-2-yl)phenyl]ethyl]carbamate FC([C@@H](C1=CC=C(C=C1)B1OC(C(O1)(C)C)(C)C)NC(OC(C)(C)C)=O)F